C(C=C)(=O)N1C(CN(CC1)C1=NC=NC2=CC(=C(C=C12)C=1SC=CC1)Cl)C#N 1-acryloyl-4-(7-chloro-6-(thiophen-2-yl)quinazolin-4-yl)piperazine-2-carbonitrile